(di-n-butylamino)dimethyl-4-vinylphenylsilane C(CCC)N(CCCC)[Si](C1=CC=C(C=C1)C=C)(C)C